[Na+].N[C@@H](CC1=CNC2=CC=CC=C12)C(=O)[O-] tryptophan sodium salt